N-(((tert-butyldimethylsilyl)amino)(4-(((tert-butyldimethylsilyl)oxy)methyl)-2-(2-hydroxypropan-2-yl)thiazol-5-yl)(oxo)-λ6-sulfaneylidene)-2-(4-fluoro-2,6-diisopropylphenyl)acetamide [Si](C)(C)(C(C)(C)C)NS(=NC(CC1=C(C=C(C=C1C(C)C)F)C(C)C)=O)(=O)C1=C(N=C(S1)C(C)(C)O)CO[Si](C)(C)C(C)(C)C